C[C@@H]1N(C[C@H](N(C1)C(C)C=1C=C2N=CC=NC2=CC1)C)C=1C=2N(N(C(C1)=O)C)C=C(N2)C(C#N)C 2-(8-((2S,5R)-2,5-dimethyl-4-(1-(quinoxalin-6-yl)ethyl)piperazin-1-yl)-5-methyl-6-oxo-5,6-dihydroimidazo[1,2-b]pyridazin-2-yl)propanenitrile